C1OC2=C(O1)C=C(C=C2)C=O 3,4-(methylenedioxy)benzaldehyde